4-[5-{5-bromo-4-[5-(dimethyl-phosphono)-quinoxalin-6-ylamino]-pyrimidin-2-ylamino}-4-methoxy-2-(4-methoxy-4-methyl-piperidin-1-yl)-phenyl]-2-methyl-1,2-dihydropyrazol-3-one BrC=1C(=NC(=NC1)NC=1C(=CC(=C(C1)C=1C(N(NC1)C)=O)N1CCC(CC1)(C)OC)OC)NC=1C(=C2N=CC=NC2=CC1)P(=O)(OC)OC